(8S,11S)-22-fluoro-18-methyl-7-oxa-10,13,18,19-tetrazapentacyclo[15.6.1.12,6.18,11.020,24]hexacosa-1(23),2(26),3,5,17(24),19,21-heptaen-12-one FC1=CC2=NN(C=3CCCNC([C@H]4NC[C@@H](OC5=CC=CC(C(=C1)C23)=C5)C4)=O)C